C1(CC1)C#CC1=NC(=C2N=CN(C2=N1)[C@H]1[C@@H]([C@@H]([C@@H]2C[C@H]12)O)O)NCC(F)F (1R,2R,3S,4R,5S)-4-(2-(cyclopropylethynyl)-6-((2,2-difluoroethyl)amino)-9H-purin-9-yl)bicyclo[3.1.0]hexane-2,3-diol